C(=O)O.CC1CCCC2(C1OCCN2)C2=CC=CC=C2 8-Methyl-4a-phenyloctahydro-2H-benzo[b][1,4]oxazine formate